ClC1(NC=CC(=N1)Cl)OC 2,4-dichloro-2-methoxypyrimidine